titanium-nickel oxide [Ni]=O.[Ti]